4-octoxymethoxy-1-methylbutyl-lithium C(CCCCCCC)OCOCCCC(C)[Li]